2-(Tetrahydro-2H-pyran-4-carbonyl)-N-(2,2,2-trifluoro-1-(4-fluorophenyl)ethyl)-1,2,3,4-tetrahydroisoquinoline-7-sulfonamide O1CCC(CC1)C(=O)N1CC2=CC(=CC=C2CC1)S(=O)(=O)NC(C(F)(F)F)C1=CC=C(C=C1)F